C(C)(C)(C)OC(=O)N1C(CC(CC1)NC1CCOCC1)C 2-methyl-4-((tetrahydro-2H-pyran-4-yl)amino)piperidine-1-carboxylic acid (2R,4R)-tert-butyl ester